3-bromo-5-methoxy-1-methyl-1H-pyrazole-4-carbaldehyde BrC1=NN(C(=C1C=O)OC)C